(6-amino-1-cyano-4-fluoro-5,6,7,8-tetrahydronaphthalen-2-yl)-3,8-diazabicyclo[3.2.1]octane-8-carboxylic acid tert-butyl ester C(C)(C)(C)OC(=O)N1C2(CNCC1CC2)C2=C(C=1CCC(CC1C(=C2)F)N)C#N